FC1=C(C=C(C(=C1)C(F)(F)F)C1=CC=CC=C1)N 4-Fluoro-6-(trifluoromethyl)-[1,1'-biphenyl]-3-amine